C(C=C)N(C1=CC(=CC(=C1)C)C)CC=C N,N-diallyl-3,5-dimethylaniline